C(#N)C1=CC(=C(C=C1)C1(OC2=C(O1)C=CC=C2N2CCN(C1CC21)CC2=NC1=C(N2CC2=CN=CS2)C=C(C=C1)C(=O)OC)C)F methyl 2-((5-(2-(4-cyano-2-fluorophenyl)-2-methylbenzo[d][1,3]dioxol-4-yl)-2,5-diazabicyclo[4.1.0]hept-2-yl) methyl)-1-(thiazol-5-ylmethyl)-1H-benzo[d]imidazole-6-carboxylate